(Z)-1-(3-(3-methyl-3-(4-(trifluoromethyl)phenyl)but-1-en-1-yl)pyrrolidin-1-yl)prop-2-en-1-one CC(\C=C/C1CN(CC1)C(C=C)=O)(C)C1=CC=C(C=C1)C(F)(F)F